OC=1C=CC(=C(NC2=NC(=NC=C2)NC2=CC=C(C(=O)N)C=C2)C1)C 4-[[4-(5-hydroxy-2-methyl-anilino)pyrimidin-2-yl]amino]benzamide